ClC1=CC=C2C(=CNC2=C1)CC(=O)N1CC2C(C(C1)C(N[C@H](C(=O)NC)CCCC1=CC=CC=C1)=O)CN(C2)C(=O)OC(C)(C)C tert-butyl 5-(2-(6-chloro-1H-indol-3-yl)acetyl)-7-(((S)-1-(methylamino)-1-oxo-5-phenylpentan-2-yl)carbamoyl)octahydro-2H-pyrrolo[3,4-c]pyridine-2-carboxylate